aminoamide acrylate C(C=C)(=O)[O-].N[NH-]